BrC1=C(C(=C(C(=O)OC)C=C1)F)OCC(=C)C Methyl 4-bromo-2-fluoro-3-((2-methylallyl)oxy)benzoate